(R)-3-iodo-α-methyltyrosine IC=1C=C(C[C@@](N)(C(=O)O)C)C=CC1O